2-(cyclohexylamino)-4-((1s,4s)-4-hydroxycyclohexylamino)pyrimidine-5-carboxamide C1(CCCCC1)NC1=NC=C(C(=N1)NC1CCC(CC1)O)C(=O)N